(S)-N-(4-((4,4-difluorotetrahydrofuran-3-yl)oxy)-3-fluorophenyl)-2-(pyrrolidin-1-yl)-5-(2,2,2-trifluoroethyl)oxazole-4-carboxamide FC1([C@H](COC1)OC1=C(C=C(C=C1)NC(=O)C=1N=C(OC1CC(F)(F)F)N1CCCC1)F)F